(RS)-2-(2,4-dichloro-m-tolyloxy)propananilide ClC1=C(C=CC(=C1O[C@@H](C(=O)NC1=CC=CC=C1)C)Cl)C |r|